1-bromo-2,3-difluoro-4-(2-methoxyethoxy)benzene BrC1=C(C(=C(C=C1)OCCOC)F)F